N-((1r,4r)-4-((3-Fluorobenzyl)(methyl)amino)cyclohexyl)-6-morpholinopyridine-3-sulfonamide FC=1C=C(CN(C2CCC(CC2)NS(=O)(=O)C=2C=NC(=CC2)N2CCOCC2)C)C=CC1